C(C)OC(=O)C1=NC(=NC(=C1N)C1=C2C=NN(C2=CC=C1C)C1OCCCC1)C=1C(=NC(=CC1)Cl)N 5-amino-2-(2-amino-6-chloropyridin-3-yl)-6-(5-methyl-1-(tetrahydro-2H-pyran-2-yl)-1H-indazol-4-yl)pyrimidine-4-carboxylic acid ethyl ester